FC(C(O)(O)F)CCCCC Difluoroheptanediol